ClC1=C2C=CC=C(C2=C(C=C1)Cl)O 5,8-dichloro-1-naphthol